3,5-dimethoxy-2-{6-[methyl-(2,2,6,6-tetramethyl-piperidin-4-yl)-amino]-pyridazin-3-yl}-phenol COC=1C(=C(C=C(C1)OC)O)C=1N=NC(=CC1)N(C1CC(NC(C1)(C)C)(C)C)C